C(C)(=O)NC=1SC2=C(C1C(=O)OC(C)(C)C)CCC1(OCCO1)C2 Tert-butyl 2-(acetylamino)-4,7-dihydro-5H-spiro[1-benzothiophene-6,2'-[1,3]dioxolane]-3-carboxylate